FC(CCCOS(=O)(=O)C1=CC=C(C=C1)C)F 4-methylbenzenesulfonic acid 4,4-difluorobutyl ester